trans-2-(2-cyclopentyl-1,3-dithian-2-yl)-4-(3-fluorophenyl)-3-phenylcyclobut-2-ene-1-carboxylic acid methyl ester COC(=O)[C@@H]1C(=C([C@H]1C1=CC(=CC=C1)F)C1=CC=CC=C1)C1(SCCCS1)C1CCCC1